3-(3-(3-chlorophenyl)ureido)benzylamine ClC=1C=C(C=CC1)NC(NC=1C=C(CN)C=CC1)=O